6-(Benzo[d][1,3]dioxol-4-ylamino)-4-chloro-N-phenylpyridineamide O1COC2=C1C=CC=C2NC2=CC(=CC(=N2)C(=O)NC2=CC=CC=C2)Cl